S1C(=CC2=C1C=CC=C2)NC(=O)C2(CCCCC2)C N-(1-benzothien-2-yl)-1-methylcyclohexane-1-carboxamide